5-((2-fluoro-4-(trifluoromethoxy)phenyl)(methoxy)methyl)-7-methyl-[1,2,4]triazolo[1,5-a]pyridine FC1=C(C=CC(=C1)OC(F)(F)F)C(C1=CC(=CC=2N1N=CN2)C)OC